3-{3-methyl-2-oxo-5-[3-(piperidin-4-yl)propyl]-1,3-benzodiazol-1-yl}piperidine-2,6-dione CN1C(N(C2=C1C=C(C=C2)CCCC2CCNCC2)C2C(NC(CC2)=O)=O)=O